C(C1=CC=CC=C1)C(CO)N(CCCCCCO[Si](OC(OCCCCCCCC\C=C/C\C=C/CCCCC)CCCCCCC\C=C/C\C=C/CCCCC)(C)C)C (23Z,26Z)-2-benzyl-13-((8Z,11Z)-heptadeca-8,11-dien-1-yl)-3,11,11-trimethyl-10,12,14-trioxa-3-aza-11-siladotriaconta-23,26-dien-1-ol